4-(1-(2,2-Diphenylethyl)piperidin-4-yl)benzoic acid C1(=CC=CC=C1)C(CN1CCC(CC1)C1=CC=C(C(=O)O)C=C1)C1=CC=CC=C1